ClC1=C(C=C(C=C1OC)OC)C1=NC(=NC(=C1C1=C(C=C(C=C1)F)Cl)C)C 4-(2-chloro-3,5-dimethoxyphenyl)-5-(2-chloro-4-fluorophenyl)-2,6-dimethylpyrimidine